ClC1=CC2=C(OCCN2CCCC=2SC=CN2)C(=C1OC)C(=O)OC methyl 6-chloro-7-methoxy-4-(3-(thiazol-2-yl)propyl)-3,4-dihydro-2H-benzo[b][1,4]oxazine-8-carboxylate